9-ethynyl-7-(2-fluoro-6-methoxyphenyl)-5H-pyrimido[5,4-d][2]benzazepin C(#C)C1=CC2=C(C3=C(CN=C2C2=C(C=CC=C2OC)F)C=NC=N3)C=C1